2-(2-aminoethoxy)ethan-1-ol NCCOCCO